2,4-dichloro-6-cyclopropylpyrimidine ClC1=NC(=CC(=N1)Cl)C1CC1